N-hydroxynicotinimidoyl chloride ON=C(C1=CN=CC=C1)Cl